2-{4,10-bis(carboxylatomethyl)-7-[1-carboxypropyl]-1,4,7,10-tetraazacyclododecan-1-yl}-3-{4-[2-(2-ethoxyethoxy)ethoxy]phenyl}propanoat C(=O)([O-])CN1CCN(CCN(CCN(CC1)C(CC)C(=O)O)CC(=O)[O-])C(C(=O)[O-])CC1=CC=C(C=C1)OCCOCCOCC